C(C)(C)(C)N(C(O)=O)CCCCO.C(CCCCCCCCCCC)N(C(COC1C(N(CCC1)CCCCCC)=O)=O)CCCCCCCCCCCC N,N-didodecyl-2-((1-hexyl-2-oxopiperidin-3-yl)oxy)acetamide tert-Butyl-(4-hydroxybutyl)carbamate